2-(dimethylamino)-1-(3-(3-isopropyl-2-(8-methoxy-[1,2,4]triazolo[1,5-a]pyridin-6-yl)-1H-indol-5-yl)piperidin-1-yl)ethanone CN(CC(=O)N1CC(CCC1)C=1C=C2C(=C(NC2=CC1)C=1C=C(C=2N(C1)N=CN2)OC)C(C)C)C